Cl.ClC=1C=C(C(=C(C1)C1=NC=NN2C1=CC(=C2)CN2C(N(C=CC2=O)C)=O)C=2CCNCC2)C 3-((4-(5-chloro-3-methyl-2-(1,2,3,6-tetrahydropyridin-4-yl)phenyl)pyrrolo[2,1-f][1,2,4]triazin-6-yl)methyl)-1-methylpyrimidine-2,4(1H,3H)-dione hydrochloride